N-(6-(5-chloro-7-ethoxy-6-fluoro-1H-indazol-4-yl)imidazo[1,2-a]pyrazin-2-yl)-2-fluorocyclopropane-1-carboxamide ClC=1C(=C2C=NNC2=C(C1F)OCC)C=1N=CC=2N(C1)C=C(N2)NC(=O)C2C(C2)F